N-{[1,1'-biphenyl]-4-yl}-N-[4-(7-tert-butyl-2,9,9-trimethyl-9H-fluoren-4-yl)phenyl]-9,9-dimethyl-9H-fluoren-2-amine C1(=CC=C(C=C1)N(C1=CC=2C(C3=CC=CC=C3C2C=C1)(C)C)C1=CC=C(C=C1)C1=CC(=CC=2C(C3=CC(=CC=C3C12)C(C)(C)C)(C)C)C)C1=CC=CC=C1